8-(5-(4-fluoro-2-methoxyphenyl)imidazo[2,1-b][1,3,4]thiadiazol-2-yl)-2-oxa-8-azaspiro[4.5]decan-4-amine FC1=CC(=C(C=C1)C1=CN=C2SC(=NN21)N2CCC1(C(COC1)N)CC2)OC